NCCN1N=C(C=C1)C(C)(C)NC(OC(C)(C)C)=O tert-butyl (2-(1-(2-aminoethyl)-1H-pyrazol-3-yl)propan-2-yl)carbamate